BrC=1C(=NC(=NC1)Cl)NC1=CC=CC(=N1)N=S(=O)(C)C ((6-((5-bromo-2-chloropyrimidin-4-yl)amino)pyridin-2-yl)imino)dimethyl-λ6-sulfanone